CC1=NOC(=C1C=1C=C(CN2CCC(CC2)C(=O)NNC(CNC(OC(C)(C)C)=O)=O)C=C(C1)O)C tert-Butyl (2-(2-(1-(3-(3,5-dimethylisoxazol-4-yl)-5-hydroxybenzyl)piperidine-4-carbonyl)hydrazinyl)-2-oxoethyl)carbamate